4-(Chlorosulfonyl)-2-fluorophenyl pivalate C(C(C)(C)C)(=O)OC1=C(C=C(C=C1)S(=O)(=O)Cl)F